ClC1=CC(=C(COC2=NC=C(C(=C2)OCC2=CC=C(C=C2)OC)C=2NC=C(C2)C(F)(F)F)C=C1)C ((4-chloro-2-methylbenzyl)oxy)-4-((4-methoxybenzyl)oxy)-5-(4-(trifluoromethyl)-1H-pyrrol-2-yl)pyridine